1-[3,5-difluoro-4-(morpholin-4-yl)phenyl]Propan-1-one FC=1C=C(C=C(C1N1CCOCC1)F)C(CC)=O